NC=1C=C(NC2=NC(=NC(=N2)NC2=CC(=CC=C2)N)N(C)C)C=CC1 2,4-bis(3-aminoanilino)-6-dimethylamino-1,3,5-triazine